NC=1C(=C(C(=C(C(=O)Cl)C1I)I)C(=O)Cl)I amino-2,4,6-triiodoisophthaloyl chloride